CC1=CC(=CC2=C1C(=CO2)C2CCN(CC2)C(=O)C=2C=CC(=NC2)C2(C(NC(C2)=O)=O)COC)C 3-{5-[4-(4,6-dimethyl-benzofuran-3-yl)piperidine-1-carbonyl]pyridin-2-yl}-3-methoxymethyl-pyrrolidine-2,5-dione